C(#N)CC(=O)[O-] CYANOACETATE